(2S,4R)-4-hydroxy-1-((S)-3-methyl-2-(3-(piperidin-4-ylmethoxy)isoxazol-5-yl)butanoyl)-N-((S)-1-(4-(4-methylthiazol-5-yl)phenyl)ethyl)pyrrolidine-2-carboxamide O[C@@H]1C[C@H](N(C1)C([C@@H](C(C)C)C1=CC(=NO1)OCC1CCNCC1)=O)C(=O)N[C@@H](C)C1=CC=C(C=C1)C1=C(N=CS1)C